1-(7-chloro-3-(2,6-dichloro-3,5-dimethoxyphenyl)-2,6-naphthyridin-1-yl)-3-methylazetidin-3-ol ClC1=NC=C2C=C(N=C(C2=C1)N1CC(C1)(O)C)C1=C(C(=CC(=C1Cl)OC)OC)Cl